OC(C(=O)OCC#CC(C1=CC=CC=C1)=O)C 4-oxo-4-phenylbut-2-yn-1-yl 2-hydroxypropanoate